1-(2-bromophenyl)-N,N-dimethylmethaneAmine BrC1=C(C=CC=C1)CN(C)C